ClC1=CC2=C(N=C(O2)SCC2=CC=C(C=C2)Cl)C=C1 6-chloro-2-((4-chlorobenzyl)thio)benzo[d]oxazole